5-(Trifluoromethylsulfanyl)pyridin-3-yl 3-azido-3-deoxy-2-O-methyl-1-thio-α-D-galactopyranoside N(=[N+]=[N-])[C@@H]1[C@H]([C@@H](SC=2C=NC=C(C2)SC(F)(F)F)O[C@@H]([C@@H]1O)CO)OC